6-(difluoromethyl)-N-(2-methyl-4-(4,4,5,5-tetramethyl-1,3,2-dioxaborolan-2-yl)benzyl)nicotinamide FC(C1=NC=C(C(=O)NCC2=C(C=C(C=C2)B2OC(C(O2)(C)C)(C)C)C)C=C1)F